F[C@H]1CN(CC1)C1=C(C(=O)[O-])C=CC(=C1)[N+](=O)[O-] (R)-3-fluoro-pyrrolidin-1-yl-4-nitrobenzoate